methyl (R)-1-(4-(2,6-bis(benzyloxy) pyridin-3-yl)-3,5-difluorophenyl)-4,4-dimethylpyrrolidine-3-carboxylate C(C1=CC=CC=C1)OC1=NC(=CC=C1C1=C(C=C(C=C1F)N1C[C@@H](C(C1)(C)C)C(=O)OC)F)OCC1=CC=CC=C1